ClC1=CC(=C(C=C1C)O)C1=C(C=CC(=C1)OCC)F 4-chloro-2-(5-ethoxy-2-fluorophenyl)-5-methylphenol